tert-butyl 4-{4-[(3-methyl-4-{[1,2,4]triazolo[1,5-a]pyridin-7-yloxy}phenyl)amino]pyrido[3,2-d]pyrimidin-6-yl}piperazine-1-carboxylate CC=1C=C(C=CC1OC1=CC=2N(C=C1)N=CN2)NC=2C1=C(N=CN2)C=CC(=N1)N1CCN(CC1)C(=O)OC(C)(C)C